C(C)C1=CN=C2N1C=C(C=N2)C=2C=CN1N=C(N=CC12)N[C@@H]1CC[C@@H](CC1)N1CCN(CC1)C 5-(3-ethylimidazo[1,2-a]pyrimidin-6-yl)-N-(cis-4-(4-methylpiperazin-1-yl)cyclohexyl)pyrrolo[2,1-f][1,2,4]triazin-2-amine